NCC=1N=C(OC1)C1=CC=C(C=C1)C 4-aminomethyl-2-(4-methylphenyl)oxazole